(+)-camphorlactam C1(C2(C)C(C)(C)C(CN1)CC2)=O